C(C)(C)(C)OC(CCCCCNC(CCCCCOC1=C2C(N(C(C2=CC=C1)=O)C1C(NC(CC1)=O)=O)=O)=O)=O tert-butyl-6-(6-((2-(2,6-dioxopiperidin-3-yl)-1,3-dioxoisoindolin-4-yl)oxy)hexanamido)hexanoate